3-(3-n-butylcyclopent-1-en-1-yl)-2-methylpropanal C(CCC)C1C=C(CC1)CC(C=O)C